6-ethyl-3,7-dihydroxycholan C(C)C1C([C@H]2[C@@H]3CC[C@H]([C@@H](CCC)C)[C@]3(CC[C@@H]2[C@]2(CCC(CC12)O)C)C)O